7-(2-(dimethylamino)ethyl)quinolin-4(1H)-one trifluoroacetate FC(C(=O)O)(F)F.CN(CCC1=CC=C2C(C=CNC2=C1)=O)C